C[C@H]1CN(C[C@H](N1)C)C1=NC(N2C3=C(C(=C(C=C13)C(F)(F)F)C1=CC=C(C=C1)F)SC[C@H](C2)OCF)=O (S)-8-((3S,5R)-3,5-dimethylpiperazin-1-yl)-3-(fluoromethoxy)-11-(4-fluorophenyl)-10-(trifluoromethyl)-3,4-dihydro-2H,6H-[1,4]thiazepino[2,3,4-ij]quinazolin-6-one